N-(1,3,4,5-Tetrahydroxycyclohexylcarbonyl)4-carboxy-2,5-dihydroxybenzamid OC1(CC(C(C(C1)O)O)O)C(=O)NC(C1=C(C=C(C(=C1)O)C(=O)O)O)=O